COC1=NC=CC(=C1)[C@H]1N(OCC1)C(C(C)(C)C)=O 1-[(3S)-3-(2-methoxypyridin-4-yl)-1,2-oxazolidin-2-yl]-2,2-dimethylpropan-1-one